BrC1=C(C=C2CC(C(C2=C1)=O)C(C(=O)OCC)=O)OC ethyl 2-(6-bromo-5-methoxy-1-oxo-indan-2-yl)-2-oxo-acetate